N-((1-((2-((6-((3S,4R)-3-(aminomethyl)-4-hydroxypyrrolidin-1-yl)pyridin-3-yl)oxy)-6-(3,5-dichlorophenyl)pyridin-4-yl)methyl)piperidin-4-yl)methyl)acetamide NC[C@H]1CN(C[C@@H]1O)C1=CC=C(C=N1)OC1=NC(=CC(=C1)CN1CCC(CC1)CNC(C)=O)C1=CC(=CC(=C1)Cl)Cl